BrC1=CC2=C(NC(CC(C2=O)C(=O)OCC)=O)N=C1 ethyl 3-bromo-5,8-dioxo-6,7,8,9-tetrahydro-5H-pyrido[2,3-b]azepine-6-carboxylate